O=C1NC(CCC1N1C(C2=CC(=C(C=C2C1=O)F)N1CC2CNCC2C1)=O)=O 2-(2,6-dioxopiperidin-3-yl)-5-fluoro-6-(hexahydropyrrolo[3,4-c]pyrrol-2(1H)-yl)isoindole-1,3-dione